N-propyl-N-[2-(2,4,6-trichlorophenoxy)ethyl]amine hydrochloride Cl.C(CC)NCCOC1=C(C=C(C=C1Cl)Cl)Cl